methyl 4-[3-[(tert-butoxycarbonylamino)methyl]-4-[[2-[2-[tert-butoxycarbonyl (2,2,2-trifluoroethyl)amino]-4-pyridyl]oxazole-4-carbonyl]amino]pyrazol-1-yl]benzoate C(C)(C)(C)OC(=O)NCC1=NN(C=C1NC(=O)C=1N=C(OC1)C1=CC(=NC=C1)N(CC(F)(F)F)C(=O)OC(C)(C)C)C1=CC=C(C(=O)OC)C=C1